1-(4-methylbenzenesulfonyl)-1H-pyrrolo[3,2-c]pyridine-4-carbaldehyde CC1=CC=C(C=C1)S(=O)(=O)N1C=CC=2C(=NC=CC21)C=O